(2R,6S)-N-{2-benzyl-2-azaspiro[3.3]heptan-6-yl}-4-(5-fluoropyrimidin-2-yl)-2,6-dimethylpiperazine-1-carboxamide C(C1=CC=CC=C1)N1CC2(C1)CC(C2)NC(=O)N2[C@@H](CN(C[C@@H]2C)C2=NC=C(C=N2)F)C